ClC1=NC=C(C(=N1)SC)Cl 2,5-dichloro-4-(methylthio)pyrimidine